[Si](C)(C)(C(C)(C)C)OC1CN(C(CN(C1)C(=O)OC(C)(C)C)=O)CC1=CC=C(C=C1)OC tert-Butyl 6-[tert-butyl(dimethyl)silyl]oxy-4-[(4-methoxyphenyl)methyl]-3-oxo-1,4-diazepane-1-carboxylate